[N+](=O)([O-])C1=CC(=C(C(=O)O)C=C1)N1CCC2(CC2)CC1 4-nitro-2-(6-azaspiro[2.5]oct-6-yl)benzoic acid